F[C@H]1CN(CC[C@H]1N1CC(C1)C1=CC=CC=2NC(N(C21)C)=O)C(=O)OC(C)(C)C Tert-butyl (3S,4R)-3-fluoro-4-[3-(3-methyl-2-oxo-1H-benzimidazol-4-yl)azetidin-1-yl]piperidine-1-carboxylate